NC1=C(C(=NN1C(C)C)C(=O)NC=1C(=NC=C(C1)NC(CC1=C(C=C(C=C1)Cl)F)=O)F)C(=O)N 5-amino-N3-(5-(2-(4-chloro-2-fluorophenyl)acetamido)-2-fluoropyridin-3-yl)-1-isopropyl-1H-pyrazole-3,4-dicarboxamide